1-(2-butyloctyl) 7-(3-(((4-nitrophenoxy)carbonyl)oxy)-2-((((9Z,12Z)-octadeca-9,12-dienoyl)oxy)methyl)propyl) heptanedioate C(CCCCCC(=O)OCC(COC(=O)OC1=CC=C(C=C1)[N+](=O)[O-])COC(CCCCCCC\C=C/C\C=C/CCCCC)=O)(=O)OCC(CCCCCC)CCCC